tert-Butylmethyl Ether C(C)(C)(C)OC